N-(2,4-difluoro-3-iodophenyl)thiophene-2-sulfonamide FC1=C(C=CC(=C1I)F)NS(=O)(=O)C=1SC=CC1